(2S,5'R)-7-Chloro-6-[5-[(1R)-1-hydroxyethyl]-1,3,4-oxadiazol-2-yl]-3',4-dimethoxy-5'-methyl-spiro[benzofuran-2,4'-cyclohex-2-ene]-1',3-dione ClC1=C(C=C(C=2C([C@]3(C(=CC(C[C@H]3C)=O)OC)OC21)=O)OC)C=2OC(=NN2)[C@@H](C)O